FC(C=1C=C(C=CC1)C1CCC2=NNC(N21)=O)(F)F 5-(3-(trifluoromethyl)phenyl)-2,5,6,7-tetrahydro-3H-pyrrolo[2,1-c][1,2,4]triazol-3-one